2-[3-[[5-[(5-chloro-1-tetrahydropyran-2-yl-indazol-4-yl)carbamoyl]thiazol-2-yl]amino]pyrazol-1-yl]acetic acid ClC=1C(=C2C=NN(C2=CC1)C1OCCCC1)NC(=O)C1=CN=C(S1)NC1=NN(C=C1)CC(=O)O